C(C)(=O)C(C(=O)OCC(CO)C)C(C)=O 2-methyl-1,3-propanediol diacetyl-acetate